aminoacrylate C(=C\N)\C(=O)[O-]